[Si](C)(C)(C(C)(C)C)OC1CC(C1)C#N 3-((tert-butyldimethylsilyl)oxy)cyclobutane-1-carbonitrile